4-fluorobenzyl thiocyanate FC1=CC=C(CSC#N)C=C1